NC1=CC=C(OC=2C=C(C(=CC2)C#N)C#N)C=C1 4-(4-aminophenoxy)o-benzeneDicarbonitrile